N-(1-(3-chlorophenyl)-2-hydroxyethyl)-1-(5-methyl-2-((4-morpholinophenyl)amino)-pyrimidin-4-yl)-1H-pyrrole-3-carboxamide ClC=1C=C(C=CC1)C(CO)NC(=O)C1=CN(C=C1)C1=NC(=NC=C1C)NC1=CC=C(C=C1)N1CCOCC1